(R)-1-(2-chlorophenyl)ethyl (5-(5-(2,2-difluoro-3-(5-oxo-4,5-dihydro-1,2,4-oxadiazol-3-yl)cyclopropane-1-carboxamido)-6-methylpyridin-2-yl)-3-methylisoxazol-4-yl)carbamate FC1(C(C1C1=NOC(N1)=O)C(=O)NC=1C=CC(=NC1C)C1=C(C(=NO1)C)NC(O[C@H](C)C1=C(C=CC=C1)Cl)=O)F